IC(C(=O)O)C(=O)O.COC=1C=C2C(=CC=NC2=CC1OC)C1=CC=C2CCNCC2=C1 6,7-dimethoxy-4-(1,2,3,4-tetrahydroisoquinolin-7-yl)quinoline α-iodomalonate